The molecule is a N-acyl-4-hydroxy-15-methylhexadecasphinganine in which the acyl group has 24 carbons and 0 double bonds. It is a N-acyl-15-methylhexadecaphytosphingosine and a N-(very-long-chain fatty acyl)-sphingoid base. It derives from a 15-methylhexadecaphytosphingosine. CCCCCCCCCCCCCCCCCCCCCCCC(=O)N[C@@H](CO)[C@@H]([C@@H](CCCCCCCCCCC(C)C)O)O